4-[4-(isoquinolin-5-yl)piperidin-1-yl]-1-methyl-2-oxo-1,2-dihydroquinoline-3-carbonitrile C1=NC=CC2=C(C=CC=C12)C1CCN(CC1)C1=C(C(N(C2=CC=CC=C12)C)=O)C#N